2-amino-5-(4-chlorophenyl)-4-oxo-4,5-dihydrofuran-3-yl ethanesulfonate C(C)S(=O)(=O)OC1=C(OC(C1=O)C1=CC=C(C=C1)Cl)N